Epsilon-Caprolactone Ethyl-4-azido-3-(4-((tert-butyldimethylsilyl)oxy)benzyl)-6-methoxy-1,2,3,4-tetrahydroquinoline-2-carboxylate C(C)OC(=O)C1NC2=CC=C(C=C2C(C1CC1=CC=C(C=C1)O[Si](C)(C)C(C)(C)C)N=[N+]=[N-])OC.C1(CCCCCO1)=O